FC1(CCC(CC1)C1=NC=CC(=C1NC(=O)N1CC2=CC=C(C=C2C1)OC)C1=C(C=CC(=C1)F)F)F N-(2-(4,4-difluorocyclohexyl)-4-(2,5-difluorophenyl)pyridin-3-yl)-5-methoxyisoindoline-2-carboxamide